NC1=C2N=CN(C2=NC(=N1)F)[C@H]1C[C@@H]([C@@](O1)(C#C)CN([C@@H](C)C(=O)O)C(CCCCCCCCCCCCC)=O)O.FC1=C(N[C@@H](CC2=CC(=CC=C2)OC)C)C=CC(=C1)F (R)-2,4-difluoro-N-(1-(3-methoxyphenyl)propan-2-yl)aniline ((2R,3S,5R)-5-(6-amino-2-fluoro-9H-purin-9-yl)-2-ethynyl-3-hydroxytetra-hydrofuran-2-yl)methyl-tetradecanoyl-L-alaninate